(8-(4-methoxyphenyl)-4-(2-(3-methylbenzylidene)hydrazinyl)quinazolin-2-yl)morpholine COC1=CC=C(C=C1)C=1C=CC=C2C(=NC(=NC12)N1CCOCC1)NN=CC1=CC(=CC=C1)C